1,2-bis(2,4,6-tribromophenoxy)-1,3,5-triazine BrC1=C(ON2C(N=CN=C2)OC2=C(C=C(C=C2Br)Br)Br)C(=CC(=C1)Br)Br